tert-butyl(2-(2-(2-(5-((3aS,6aR)-2-oxohexahydro-1H-thieno[3,4-d]imidazol-4-yl)pentanamido) ethoxy)ethoxy)ethyl) terephthalate C(C1=CC=C(C(=O)[O-])C=C1)(=O)OCC(OCCOCCNC(CCCCC1SC[C@@H]2NC(N[C@@H]21)=O)=O)C(C)(C)C